F[C@H]1CN(C[C@@H]([C@H]1NC(=O)C=1C=2N(C=C(C1)C#CCNC1=C(C=C(C=C1)S(=O)(=O)C)OC)C(=CN2)SC(F)(F)F)C)C N-((3S,4R,5S)-3-fluoro-1,5-dimethylpiperidin-4-yl)-6-(3-((2-methoxy-4-(methylsulfonyl)phenyl)amino)prop-1-yn-1-yl)-3-((trifluoromethyl)thio)imidazo[1,2-a]pyridine-8-carboxamide